3,5-dibromo-2-aminobenzyl alcohol BrC=1C(=C(CO)C=C(C1)Br)N